COC=1C=C(C=CC1)SCC(=O)C1=CC=C(C=C1)C1=NOC(=N1)C(F)(F)F 2-((3-methoxyphenyl)thio)-1-(4-(5-(trifluoromethyl)-1,2,4-oxadiazol-3-yl)phenyl)ethan-1-one